spiro[1,3-dioxolane-2,6'-5,7-dihydro-4H-benzothiophene] S1C=CC2=C1CC1(CC2)OCCO1